[(3aS,4R,6aR)-4-[(6-Chloro-3-pyridazinyl)amino]hexahydrocyclopenta[c]pyrrol-2(1H)-yl][4-(2-furyl)phenyl]methanone ClC1=CC=C(N=N1)N[C@@H]1CC[C@H]2CN(C[C@H]21)C(=O)C2=CC=C(C=C2)C=2OC=CC2